C1(=CC=CC=C1)C=1C=C2N=CC(=NC2=CC1C1=CC=CC=C1)C=O 6,7-diphenyl-quinoxaline-2-formaldehyde